methyl 2-(3-(4-(4-(4-(3-amino-6-(2-hydroxyphenyl)pyridazin-4-yl)phenyl)piperazin-1-yl)piperidin-1-yl)isoxazol-5-yl)-3-methylbutanoate NC=1N=NC(=CC1C1=CC=C(C=C1)N1CCN(CC1)C1CCN(CC1)C1=NOC(=C1)C(C(=O)OC)C(C)C)C1=C(C=CC=C1)O